[C@@H]12N(C[C@@H](NC1)C2)C2=CC(=C(C=C2)NC2=NC=C(C(=N2)NC=2C=CC=C1CNCC21)Cl)OC(F)F 7-((2-((4-((1S,4S)-2,5-diazabicyclo[2.2.1]heptan-2-yl)-2-(difluoromethoxy)phenyl)amino)-5-chloropyrimidin-4-yl)amino)isoindolin